ClC1=NC=CC(=C1NC(=O)C=1C=NC(=NC1)C(C)C)C1=NC=CC=C1 N-(2'-chloro-[2,4'-bipyridin]-3'-yl)-2-isopropylpyrimidine-5-carboxamide